CC1=C(C=CC=C1C)C(C)O 1-(2,3-dimethylphenyl)-1-ethanol